N-(3-Imidazol-1-yl-propyl)-2-(4-methoxy-phenylamino)-benzamide N1(C=NC=C1)CCCNC(C1=C(C=CC=C1)NC1=CC=C(C=C1)OC)=O